4-(5-amino-4-methoxypyrimidin-2-yl)-3-(sec-butyl)-1,3,4,5-tetrahydro-2H-benzo[1,4]diazepin-2-one NC=1C(=NC(=NC1)N1C(C(NC2=C(C1)C=CC=C2)=O)C(C)CC)OC